N(=[N+]=[N-])CCOCCOC(C)C 2-[2-(2-azidoethoxy)ethoxy]propane